CSC1=NC2=CC=CC=C2C=N1 2-(methylsulfanyl)quinazoline